(5-(3-(3,5-bis(trifluoromethyl)phenyl)-1H-1,2,4-triazol-1-yl)-1-methyl-1H-1,2,3-triazol-4-yl)(phenyl)methanone FC(C=1C=C(C=C(C1)C(F)(F)F)C1=NN(C=N1)C1=C(N=NN1C)C(=O)C1=CC=CC=C1)(F)F